5-acetoxyacetamido-2,4,6-triiodobenzoyl chloride C(C)(=O)OCC(=O)NC=1C(=CC(=C(C(=O)Cl)C1I)I)I